glycidyloxetane C(C1CO1)C1OCC1